2-(5-(1-(2,6-bis(benzyloxy)pyridin-3-yl)-3-methyl-2-oxo-2,3-dihydro-1H-benzo[d]imidazol-5-yl)-3-methyl-1H-indazol-1-yl)acetic acid C(C1=CC=CC=C1)OC1=NC(=CC=C1N1C(N(C2=C1C=CC(=C2)C=2C=C1C(=NN(C1=CC2)CC(=O)O)C)C)=O)OCC2=CC=CC=C2